(2S,4S)-4-[[6-[1-[2-[benzyloxycarbonyl(methyl)amino]ethyl]-3-oxo-2,4-dihydro-1H-pyrazino[1,2-b]indazol-10-yl]-2-pyridyl]amino]-1-tert-butoxycarbonyl-pyrrolidine-2-carboxylic acid C(C1=CC=CC=C1)OC(=O)N(CCC1NC(CN2N=C3C=CC=C(C3=C21)C2=CC=CC(=N2)N[C@H]2C[C@H](N(C2)C(=O)OC(C)(C)C)C(=O)O)=O)C